2-hydroxy-4-(1-(oxetan-3-yl)-1H-benzo[d]imidazol-2-yl)-5-(trifluoromethyl)benzoic acid OC1=C(C(=O)O)C=C(C(=C1)C1=NC2=C(N1C1COC1)C=CC=C2)C(F)(F)F